NC=1C=2N(C(C(N1)OC)F)C(=NC2Br)C21CCC(CC2)(CC1)C(=O)OC methyl 4-(8-amino-1-bromo-5-fluoro-6-methoxy-5,6-dihydroimidazo[1,5-a]pyrazin-3-yl)bicyclo[2.2.2]octane-1-carboxylate